ClC1=NC=C(C(=C1)C1=C(C=NC(=C1)C)C(=O)NC=1SC2=C(N1)CC[C@H](C2)NC2=CC=CC=C2)OC |r| (Racemic)-2'-chloro-5'-methoxy-6-methyl-N-(6-(phenylamino)-4,5,6,7-tetrahydrobenzo[d]thiazol-2-yl)-[4,4'-bipyridine]-3-carboxamide